6-chloro-5-methyl-pyridazin-3-amine ClC1=C(C=C(N=N1)N)C